1-Isobutylyl-4-(4-phenylbut-3-yn-2-yl)benzene C(C(C)C)=C1CC=C(C=C1)C(C)C#CC1=CC=CC=C1